ClC=1N=C(C2=C(N1)N(C=C2)COCC[Si](C)(C)C)C=2C=NN(C2)C 2-chloro-4-(1-methyl-1H-pyrazol-4-yl)-7-((2-(trimethylsilyl)ethoxy)methyl)-7H-pyrrolo[2,3-d]pyrimidine